bis(4,4-bis(mercaptomethylthio)-1,3-dithiabutyl)(mercaptomethylthio)methane SCSC(SCSC(SCS)SCSC(SCS)SCS)SCS